C1(CC1)[C@@H](C1=CC=CC=C1)NC=1C=CN(CN1)C(C)C (S)-6-((cyclopropyl-(phenyl)methyl)amino)-3-isopropylpyrimidine